anti-methyl 2-(1-(3-azido-5-(azidomethyl)benzyl)-5-(4-(trifluoromethyl) phenyl)piperidin-3-yl)acetate N(=[N+]=[N-])C=1C=C(CN2CC(CC(C2)C2=CC=C(C=C2)C(F)(F)F)CC(=O)OC)C=C(C1)CN=[N+]=[N-]